6-Hydroxy-6-(Hydroxymethyl)-2H-pyran-3(6H)-one OC1(C=CC(CO1)=O)CO